C(C=C)(=O)N1C[C@H](CCC1)C1=NC(=NO1)C1=CC(=C(C=C1)NC(C1=NC(=CC=C1)C1=C(C=NN1)C)=O)F (S)-N-(4-(5-(1-acryloylpiperidin-3-yl)-1,2,4-oxadiazol-3-yl)-2-fluorophenyl)-6-(4-methyl-1H-pyrazol-5-yl)picolinamide